FC=1C=C(N)C=CC1N1CCC(CC1)C(F)(F)F 3-fluoro-4-(4-(trifluoromethyl)piperidin-1-yl)aniline